(S)-2-(4-(3-(3-aminopropyl)-1H-pyrazolo[3,4-b]pyridin-5-yl)benzylamino)-5-cyano-N-(1-(4-fluorophenyl)ethyl)nicotinamide NCCCC1=NNC2=NC=C(C=C21)C2=CC=C(CNC1=C(C(=O)N[C@@H](C)C3=CC=C(C=C3)F)C=C(C=N1)C#N)C=C2